C1(=CC=CC=C1)S(=O)(=O)C1=CC=C(C=C1)CNC(=O)C1=NOC(=N1)C=1C=NC=CC1 N-{[4-(benzenesulfonyl)phenyl]methyl}-5-(pyridin-3-yl)-1,2,4-oxadiazole-3-carboxamide